2-methyl-1,4-phenylenebis(4-((6-(acryloyloxy) hexyl) oxy)-2-fluorobenzoate) CC1=C(C=CC(=C1)C=1C(=C(C(=O)[O-])C=CC1OCCCCCCOC(C=C)=O)F)C=1C(=C(C(=O)[O-])C=CC1OCCCCCCOC(C=C)=O)F